COC1=CC=C(C=C1)C1(OC(=C(C1=O)O[Si](C)(C)C)N)C 2-(4-methoxyphenyl)-2-methyl-4-trimethylsiloxy-5-amino-3(2H)-furanone